benzyl (3S,6S,9S,12S,E)-9-isobutyl-6-isopropyl-3-methyl-1,4,7,10-tetraoxo-12-(((S)-2-oxopyrrolidin-3-yl)methyl)-1-(3-(pyridin-2-yl)phenyl)-2,5,8,11-tetraazapentadec-13-en-15-oate C(C(C)C)[C@H](NC([C@@H](NC([C@@H](NC(C1=CC(=CC=C1)C1=NC=CC=C1)=O)C)=O)C(C)C)=O)C(N[C@H](\C=C\C(=O)OCC1=CC=CC=C1)C[C@H]1C(NCC1)=O)=O